dilinoleylmethyl-4-(dimethylamino)butylether C(CCCCCCC\C=C/C\C=C/CCCCC)C(CCC(N(C)C)C)(CCCCCCCC\C=C/C\C=C/CCCCC)OC(CCC(C)N(C)C)(CCCCCCCC\C=C/C\C=C/CCCCC)CCCCCCCC\C=C/C\C=C/CCCCC